CN1C(N(C2=C1C(=CC=C2)C#CCOC2CCNCC2)C2C(NC(CC2)=O)=O)=O 3-(3-METHYL-2-OXo-4-(3-(PIPERIDIN-4-YLOXY)PROP-1-YN-1-YL)-2,3-DIHYDRO-1H-BENZO[D]IMIDAZOL-1-YL)PIPERIDINE-2,6-DIONE